FCCCN1C[C@H](CC1)OC1=CC=C(C=C1)C1=C(CCCC2=C1C=CC(=C2)O)C2=CC1=C(NC(=N1)C)C=C2 5-[4-[(3S)-1-(3-fluoropropyl)pyrrolidin-3-yl]oxyphenyl]-6-(2-methyl-1H-benzimidazol-5-yl)-8,9-dihydro-7H-benzo[7]annulen-2-ol